2,7-dibromoazafluorenone BrC=1C(C2=CC3=CC(=CC=C3C2=CN1)Br)=O